(1S)-11-(4-fluorophenyl)-3-methoxy-10-(trifluoromethyl)-3,4-dihydro-2H,6H-[1,4]thiazepino[2,3,4-ij]quinazoline-6,8(7H)-dione FC1=CC=C(C=C1)C1=C(C=C2C(NC(N3C2=C1SCC(C3)OC)=O)=O)C(F)(F)F